(2R,4aS,9aR)-7-bromo-2-methyl-2,3,4,4a,9,9a-hexahydroindeno[2,1-b][1,4]oxazine BrC1=CC=2C[C@H]3O[C@@H](CN[C@H]3C2C=C1)C